(1S,3S)-3-((6-(5-(((cyclohexyl-methoxy)carbonyl)amino)-1-methyl-1H-1,2,3-triazol-4-yl)pyridin-3-yl)oxy)cyclohexane-1-carboxylic acid C1(CCCCC1)COC(=O)NC1=C(N=NN1C)C1=CC=C(C=N1)O[C@@H]1C[C@H](CCC1)C(=O)O